CN(CCCNC=1N=C(C2=C(N1)SC=C2C2=CC=CC=C2)NCC2=CC=C(C=C2)S(=O)(=O)N)C 4-((2-(3-Dimethylaminopropyl)amino-5-phenylthieno[2,3-d]pyrimidin-4-yl)aminomethyl)-benzenesulfonamide